CC=1C(=NC=C(C1)C)N1CCN(CC1)C(=O)C1=CC(=C(C=C1)[C@@]1(C(NC(N1)=O)=O)CC)F (R)-5-{4-[4-(3,5-dimethylpyridin-2-yl)piperazine-1-carbonyl]-2-fluorophenyl}-5-ethylimidazolidine-2,4-dione